Diphenoxyvaleric acid O(C1=CC=CC=C1)C(C(=O)O)(CCC)OC1=CC=CC=C1